5-((5-chloroisoquinolin-1-yl)amino)-N-((2,3-dihydrobenzofuran-5-yl)methyl)pyridinecarboxamide ClC1=C2C=CN=C(C2=CC=C1)NC=1C=CC(=NC1)C(=O)NCC=1C=CC2=C(CCO2)C1